CN(S(=O)(=O)C1=CC=C(C=C1)S(=O)(=O)N1CN(C2=C1C=CC=C2)C2(CCCCC2)C)C N,N-dimethyl-4-((3-(1-methylcyclohexyl)-2,3-dihydro-1H-benzo[d]imidazol-1-yl)sulfonyl)benzenesulfonamide